[Si](C)(C)(C(C)(C)C)OCC1=CC=C(C(=O)O)C=C1 4-(((tert-butyldimethylsilyl)oxy)methyl)benzoic acid